(R)-β-methyl-γ-butyrolactone C[C@@H]1CC(=O)OC1